Ethyl 5-acetylamino-3-methylbenzofuran-2-carboxylate C(C)(=O)NC=1C=CC2=C(C(=C(O2)C(=O)OCC)C)C1